C(C)S(=O)(=O)C=1C=CC(=NC1N1CC=2C=NC(=CC2C1=O)C(F)(F)F)N(C(=O)NC)C 1-[5-ethylsulfonyl-6-[1-oxo-6-(trifluoromethyl)-3H-pyrrolo[3,4-c]pyridin-2-yl]-2-pyridinyl]-1,3-dimethyl-urea